Cl.N[C@H](CC(=O)OC)C methyl (3S)-3-aminobutanoate hydrochloride